ClC=1C=C(C=CC1Cl)S(=O)(=O)NC=1C=C(C(=O)NC2=CC(=C(C(=O)O)C=C2)OC)C=CC1 4-[3-(3,4-Dichloro-benzenesulfonylamino)-benzoylamino]-2-methoxy-benzoic acid